6-(((2,2-difluoroethyl)amino)methyl)-2-iminooctanoic acid FC(CNCC(CCCC(C(=O)O)=N)CC)F